indolocarbazole-d1 C=1(C=2C(C=CC1)=NC1=CC=C3C=4C=CC=CC4N=C3C12)[2H]